(S)-3-amino-3-(6-methylbiphenyl-3-yl)propionic acid ethyl ester C(C)OC(C[C@@H](C=1C=C(C(=CC1)C)C1=CC=CC=C1)N)=O